S(=O)(=O)(O)OC1=C(C(=CC(=C1)\C=C\C1=CC=CC=C1)OS(=O)(=O)O)C(C)C (E)-2-isopropyl-5-styryl-1,3-phenylene bis(hydrogen sulfate)